NC=1C=2N(C=CN1)C(=NC2C2=C(C=C(C(=O)NC1=NC=CC(=C1)C(F)(F)F)C=C2)F)N2CCC1(CCCC1=C=O)CC2 4-(8-amino-3-(1-carbonyl-8-azaspiro[4.5]decan-8-yl)imidazo[1,5-a]pyrazin-1-yl)-3-fluoro-N-(4-(trifluoromethyl)pyridin-2-yl)benzamide